COC1=CC=C(CN(S(=O)(=O)C2=C(C=C(CN3C(=C(C=C3C3=CC(=CC=C3)Br)C(=O)O)CC3CC3)C=C2)F)CC2=CC=C(C=C2)OC)C=C1 1-(4-(N,N-bis(4-methoxybenzyl)aminosulfonyl)-3-fluorobenzyl)-5-(3-bromophenyl)-2-(cyclopropylmethyl)-1H-pyrrole-3-carboxylic acid